C(C)N1N=C(C=C1C=O)C(F)(F)F 1-ethyl-3-(trifluoro-methyl)-1H-pyrazole-5-carbaldehyde